2-methyl-8-(trifluoromethyl)-2,3,4,5-tetrahydro-1H-benzofuro[3,2-c]azepine CN1CC2=C(CCC1)OC1=C2C=CC(=C1)C(F)(F)F